2,3-diamino-5,6-dinitrobenzene NC1=CC(=C(C=C1N)[N+](=O)[O-])[N+](=O)[O-]